2-[[3-([3-[(1S)-1-[(4-methyl-4H-1,2,4-triazol-3-yl)sulfanyl]ethyl]phenyl]carbamoyl)isoquinolin-6-yl]oxy]acetic acid CN1C(=NN=C1)S[C@@H](C)C=1C=C(C=CC1)NC(=O)C=1N=CC2=CC=C(C=C2C1)OCC(=O)O